4-(4,4-diethyl-2-imino-6-oxo-hexahydropyrimidin-1-yl)-N-[(4S)-2,2-dimethylchroman-4-yl]-3-hydroxy-chromane-6-carboxamide C(C)C1(NC(N(C(C1)=O)C1C(COC2=CC=C(C=C12)C(=O)N[C@H]1CC(OC2=CC=CC=C12)(C)C)O)=N)CC